Methyl 5-bromothieno[3,2-b]pyridine-2-carboxylate BrC1=CC=C2C(=N1)C=C(S2)C(=O)OC